OC[C@H](C[C@H]1C(NCC1)=O)NC([C@H](CC(C)C)NC(OC1CCC(CC1)C1=CC=CC=C1)=O)=O (1r,4S)-4-phenylcyclohexyl ((S)-1-(((S)-1-hydroxy-3-((S)-2-oxopyrrolidin-3-yl)propan-2-yl)amino)-4-methyl-1-oxopentan-2-yl)carbamate